2-(benzyl(methyl)amino)thieno[3,2-d]pyrimidin C(C1=CC=CC=C1)N(C=1N=CC2=C(N1)C=CS2)C